3-((2-(5-chlorobenzofuran-2-carbonyl)hydrazono)methyl)-2-methyl-1H-indol-1-yl-acetic acid ethyl ester C(C)OC(CN1C(=C(C2=CC=CC=C12)C=NNC(=O)C=1OC2=C(C1)C=C(C=C2)Cl)C)=O